7-(6-chloropyridazin-3-yl)-4-[1-(oxan-2-yl)pyrazol-4-yl]-1,3-benzothiazole ClC1=CC=C(N=N1)C1=CC=C(C=2N=CSC21)C=2C=NN(C2)C2OCCCC2